C(C)(C)(C)C=1C=C(C=C(C1O)C)C 6-tertiary-butyl-2,4-xylenol